(2S,5S)-1-(tert-butoxycarbonyl)-5-hydroxypiperidine-2-carboxylic acid C(C)(C)(C)OC(=O)N1[C@@H](CC[C@@H](C1)O)C(=O)O